N-Methyl-2-[4-[4-[(E)-2-(4-pyridyl)vinyl]pyrimidin-2-yl]pyrimidin-2-yl]isoindoline-5-carboxamide CNC(=O)C=1C=C2CN(CC2=CC1)C1=NC=CC(=N1)C1=NC=CC(=N1)\C=C\C1=CC=NC=C1